4-amino-7-[(1s,4r)-3-azabicyclo[2.2.1]heptan-3-yl]-1-(2-methylpyrazol-3-yl)pyrido[2,3-d]pyrimidin-2-one NC=1C2=C(N(C(N1)=O)C=1N(N=CC1)C)N=C(C=C2)N2C[C@H]1CC[C@@H]2C1